N[C@@H]1C[C@@H](CC1)C(=O)O (1R,3S)-3-Aminocyclopentane-1-carboxylic acid